anthraoxazole N1=COC2=C1C1=CC3=CC=CC=C3C=C1C=C2